tert-butyl 3-(2-nitrobenzamido)-1H-pyrazole-1-carboxylate [N+](=O)([O-])C1=C(C(=O)NC2=NN(C=C2)C(=O)OC(C)(C)C)C=CC=C1